BrC=1C=C(OC=2C(=C(C(=CC2F)[N+](=O)[O-])/C=C/N(C)C)SC)C=CC1F (E)-2-[3-(3-bromo-4-fluoro-phenoxy)-4-fluoro-2-methylsulfanyl-6-nitro-phenyl]-N,N-dimethyl-ethenamine